3-(5-(1-(methyl-d3)-2-phenyl-1H-imidazol-4-yl)-1-oxoisoindolin-2-yl)piperidine-2,6-dione C(N1C(=NC(=C1)C=1C=C2CN(C(C2=CC1)=O)C1C(NC(CC1)=O)=O)C1=CC=CC=C1)([2H])([2H])[2H]